C(C)(C)(C)OC([C@H]([C@H](C)OC(C)(C)C)NC(=O)OC1=CC=C(C=C1)[N+](=O)[O-])=O (2S,3S)-3-(tert-butoxy)-2-(((4-nitrophenoxy)carbonyl)amino)butyric acid tert-butyl ester